(S)-3-(2-(2-(4-(4-Chlorophenyl)-2,3,9-trimethyl-6H-thieno[3,2-f][1,2,4]triazolo[4,3-a][1,4]diazepin-6-yl)acetamido)ethoxy)propanoic acid ClC1=CC=C(C=C1)C1=N[C@H](C=2N(C3=C1C(=C(S3)C)C)C(=NN2)C)CC(=O)NCCOCCC(=O)O